3-methyl-benzamid CC=1C=C(C(=O)N)C=CC1